2,4-bis(methylthio)pyrimidine CSC1=NC=CC(=N1)SC